(S)-3-(4-(8-(2-chloro-3-fluorophenyl)-3-(3-nitrophenyl)-6,7-dihydro-5H-benzo[7]annulen-9-yl)phenoxy)-1-(3-fluoropropyl)pyrrolidine ClC1=C(C=CC=C1F)C=1CCCC2=C(C1C1=CC=C(O[C@@H]3CN(CC3)CCCF)C=C1)C=CC(=C2)C2=CC(=CC=C2)[N+](=O)[O-]